(5-amino-2-((2-(pyridin-2-yl)propan-2-yl)amino)-8-(pyrimidin-4-yl)-[1,2,4]triazolo[1,5-c]pyrimidin-7-yl)benzonitrile NC1=NC(=C(C=2N1N=C(N2)NC(C)(C)C2=NC=CC=C2)C2=NC=NC=C2)C2=C(C#N)C=CC=C2